(R)-5-(3-aminopiperidin-1-yl)-9-(5-(difluoromethyl)-1,3,4-thiadiazol-2-yl)-N-(1-methylcyclopropyl)-9H-benzo[d]imidazo[1,2-a]imidazole-7-sulfonamide N[C@H]1CN(CCC1)C1=CC(=CC=2N(C=3N(C21)C=CN3)C=3SC(=NN3)C(F)F)S(=O)(=O)NC3(CC3)C